1,1-di(tertiary amyl-peroxy)-3,5-dimethyl-cyclohexane C(C)(C)(CC)OOC1(CC(CC(C1)C)C)OOC(C)(C)CC